(R)-3-Hydroxy-1-methyl-3-(3-(3-(pyrazolo[1,5-a]pyrimidin-5-yl)phenyl)isoxazol-5-yl)pyrrolidin-2-one O[C@@]1(C(N(CC1)C)=O)C1=CC(=NO1)C1=CC(=CC=C1)C1=NC=2N(C=C1)N=CC2